ClC1=NC=CC2=C1CN(C2=O)CC 4-chloro-2-ethyl-2,3-dihydro-1H-pyrrolo[3,4-c]pyridin-1-one